tert-butyl (3-(3-(((1S,2R,4S,6R)-2,6-bis(3-((3-((tert-butoxycarbonyl)amino)propyl)amino)-3-oxopropoxy)-4-((6-hydroxyhexyl)carbamoyl)cyclohexyl)oxy)propanamido)propyl)carbamate C(C)(C)(C)OC(=O)NCCCNC(CCO[C@H]1C([C@@H](CC(C1)C(NCCCCCCO)=O)OCCC(NCCCNC(=O)OC(C)(C)C)=O)OCCC(=O)NCCCNC(OC(C)(C)C)=O)=O